NC1(CCN(CC1)C=1C=C(C2=C(N1)NN=C2C2=C(C(=CC=C2)Cl)Cl)C(=O)O)C 6-(4-amino-4-methylpiperidin-1-yl)-3-(2,3-dichlorophenyl)-1H-pyrazolo[3,4-b]pyridine-4-carboxylic acid